O=C1NC(CCC1N1CC2=CC=CC(=C2C1=O)NCCOCCOC=1C=C(C=CC1)CC(=O)O)=O 2-{3-[2-(2-{[2-(2,6-dioxopiperidin-3-yl)-3-oxo-2,3-dihydro-1H-isoindol-4-yl]amino}ethoxy)ethoxy]phenyl}acetic acid